C(C)(C)(C)OC(=O)NCCOCCOCCOCCOCCC(=O)NCCCNC(=O)C1=C2C=CC=C(C2=CC=C1)OC1=CC=C(C=N1)C(=O)OC methyl 6-[[5-[3-[3-[2-[2-[2-[2-(tert-butoxycarbonylamino) ethoxy] ethoxy]ethoxy]ethoxy]propanoylamino]propylcarbamoyl]-1-naphthyl]oxy]pyridine-3-carboxylate